tert-butyl 4-(4,5-dichloro-2-methoxybenzoyl)piperidine-1-carboxylate ClC1=CC(=C(C(=O)C2CCN(CC2)C(=O)OC(C)(C)C)C=C1Cl)OC